7-cyclopentyl-N,N-dimethyl-2-(4-piperazin-1-ylanilino)pyrrolo[2,3-d]-pyrimidine-6-carboxamide C1(CCCC1)N1C(=CC2=C1N=C(N=C2)NC2=CC=C(C=C2)N2CCNCC2)C(=O)N(C)C